2,2'-di(2-pyridyl)biphenyl dizinc [Zn].[Zn].N1=C(C=CC=C1)C1=C(C=CC=C1)C1=C(C=CC=C1)C1=NC=CC=C1